cetyl-(2-hydroxyethyl)dimethyl-ammonium dihydrogen phosphate P(=O)(O)(O)[O-].C(CCCCCCCCCCCCCCC)[N+](C)(C)CCO